C(CCCCCCCC)NCCCCCCCCC=CCC=CCCCCC N-nonyloctadeca-9,12-dien-1-amine